The molecule is a carbotricyclic compound that is isopimarane with double bonds introduced at the 7-8 and 15-16 positions and in which the hydrogen at position 9 is beta instead of alpha. It is a diterpene and a carbotricyclic compound. It derives from a hydride of an isopimarane. C[C@@]1(CC[C@@H]2C(=CC[C@@H]3[C@@]2(CCCC3(C)C)C)C1)C=C